FC(C1=CC=2N(C=C1)C(=CN2)C2=C1CNC(C1=C(C=C2)NC2=NC=C(C=C2)N2C[C@H](OCC2)C(C)(C)O)=O)F 4-[7-(difluorometh-yl)imidazo[1,2-a]pyridin-3-yl]-7-[[5-[(2S)-2-(1-hydroxy-1-methyl-ethyl)morpholin-4-yl]-2-pyridyl]amino]isoindolin-1-one